1-(7-(4-fluoroindoline-1-carbonyl)naphthalen-2-yl)dihydropyrimidine-2,4(1H,3H)-dione FC1=C2CCN(C2=CC=C1)C(=O)C1=CC=C2C=CC(=CC2=C1)N1C(NC(CC1)=O)=O